C12CN(CC2C1)C1=NC2=C(C=C(C=C2C(N1C)=O)C([2H])([2H])[2H])C(C)NC1=C(C(=O)OC)C=CC=C1 Methyl 2-[1-[2-(3-azabicyclo[3.1.0]hexan-3-yl)-3-methyl-4-oxo-6-(trideuteriomethyl)quinazolin-8-yl]ethylamino]benzoate